C(C)(C)(C)NS(=O)(=O)C1=CC(=CC=C1)NC1=NC(=NC=C1C)NC1=CC(=CC(=C1)OC)F N-(tert-butyl)-3-((2-((3-fluoro-5-methoxyphenyl)amino)-5-methylpyrimidin-4-yl)amino)benzenesulfonamide